FC1=CC=C(C=C1)N1N=CC2=CC(=C(C=C12)C)C1CCN(CC1)C(=O)OC(C)(C)C tert-butyl 4-(1-(4-fluorophenyl)-6-methyl-1H-indazol-5-yl)piperidine-1-carboxylate